CS(=O)(=O)C1=CC=C(C=N1)N 6-(methylsulfonyl)pyridin-3-amine